3-isopropyl-1,8-dimethyl-5-[[(1R)-1-[3-(difluoromethyl)-2-fluoro-phenyl]ethyl]amino]imidazo[4,5-g]phthalazin-2-one C(C)(C)N1C(N(C2=CC=3C(=NN=C(C3C=C21)N[C@H](C)C2=C(C(=CC=C2)C(F)F)F)C)C)=O